(2S,3S,4S,5R)-4-[[3-[2-(Difluoromethoxy)-4-fluorophenyl]-4,5-dimethyl-5-(trifluoromethyl)tetrahydrofuran-2-carbonyl]amino]-N-methyl-pyridin-2-carboxamid FC(OC1=C(C=CC(=C1)F)[C@H]1[C@H](O[C@]([C@H]1C)(C(F)(F)F)C)C(=O)NC1=CC(=NC=C1)C(=O)NC)F